The molecule is a member of the class of imidazolones that is 3,5-dihydroimidazol-4-one substituted at position 2 by a methylthiogroup, at position 3 by an anilino group and at position 5 by phenyl and methyl groups (the S-enantiomer). A fungicide effective against Oomycete diseases such as downy mildew and certain leaf spot diseases. It has a role as a mitochondrial cytochrome-bc1 complex inhibitor, an antifungal agrochemical and a quinone outside inhibitor. It is an imidazolone, a carbohydrazide, an organic sulfide and an imidazole fungicide. C[C@@]1(C(=O)N(C(=N1)SC)NC2=CC=CC=C2)C3=CC=CC=C3